sodium 4-(cyclopropylmethyl)-1-((3-iodo-1-methyl-1H-pyrazol-4-yl) methyl)-1H-imidazole-2-carboxylate C1(CC1)CC=1N=C(N(C1)CC=1C(=NN(C1)C)I)C(=O)[O-].[Na+]